N[C@H](COC1C(N(CC1)C1CCN(CC1)C1=NC=C(C=N1)C(F)(F)F)=O)COC 3-((S)-2-amino-3-methoxypropoxy)-1-(1-(5-(trifluoromethyl)pyrimidin-2-yl)piperidin-4-yl)pyrrolidin-2-one